7-(1-benzhydrylpiperidin-4-yl)-4-bromo-5,6,7,8-tetrahydro-1,7-naphthyridine C(C1=CC=CC=C1)(C1=CC=CC=C1)N1CCC(CC1)N1CCC=2C(=CC=NC2C1)Br